[(2R,5S)-2,4-dimethyl-5-(3-thienyl)piperazin-1-yl]-[1-(trifluoromethyl)cyclopropyl]methanone C[C@H]1N(C[C@@H](N(C1)C)C1=CSC=C1)C(=O)C1(CC1)C(F)(F)F